tert-Butyl (3S)-3-methyl-6-[2-(1,2,2,6,6-pentamethyl-4-piperidyl)indazol-6-yl]-3,4-dihydro-2H-pyridine-1-carboxylate C[C@@H]1CN(C(=CC1)C=1C=CC2=CN(N=C2C1)C1CC(N(C(C1)(C)C)C)(C)C)C(=O)OC(C)(C)C